3-tert-butoxy-N-[[4-[6-[4-[[4-[4-[(2,6-dioxo-3-piperidyl)amino]phenyl]-1-piperidyl]methyl]phenyl]pyrrolo[2,1-f][1,2,4]triazin-4-yl]-2-fluoro-phenyl]methyl]azetidine-1-carboxamide C(C)(C)(C)OC1CN(C1)C(=O)NCC1=C(C=C(C=C1)C1=NC=NN2C1=CC(=C2)C2=CC=C(C=C2)CN2CCC(CC2)C2=CC=C(C=C2)NC2C(NC(CC2)=O)=O)F